COC(C(CCCC)(C)N1C(CCC2=CC=C(C=C12)CCN1CCN(CC1)C1=CC(=CC2=C1C=CS2)F)=O)=O (7-(2-(4-(6-fluorobenzothiophen-4-yl)piperazin-1-yl)ethyl)-2-oxo-3,4-dihydroquinoline-1(2H)-yl)-2-methylhexanoic acid methyl ester